4-(4-(6-(((1R,3S,5S)-1,5-dimethyl-8-azabicyclo[3.2.1]octan-3-yl)(methyl)amino)pyridazin-3-yl)-3-hydroxyphenyl)-1-methyl-1,3,5-triazin-2(1H)-one C[C@]12CC(C[C@](CC1)(N2)C)N(C2=CC=C(N=N2)C2=C(C=C(C=C2)C2=NC(N(C=N2)C)=O)O)C